CNC(O[C@@H]1CC[C@H](CC1)C(N(C[C@@H]1CC[C@H](CC1)C1=NC(=C(C=C1)OC)C)C1=NC=CC(=C1)C=1C=NN(C1)C1CC1)=O)=O trans-4-((4-(1-Cyclopropyl-1H-pyrazol-4-yl)pyridin-2-yl)((trans-4-(5-methoxy-6-methylpyridin-2-yl)cyclohexyl)methyl)carbamoyl)cyclohexyl methylcarbamate